C1(CC1)C1=C(C=NC2=CC=CN=C12)NC1=CC=C(C=C1)[C@H](C(F)(F)F)N(C(=O)C1CCC(CC1)N1C(C2=CC=CC=C2C1=O)=O)C (1r,4S)-N-((S)-1-(4-((4-cyclopropyl-1,5-naphthyridin-3-yl)amino)phenyl)-2,2,2-trifluoroethyl)-4-(1,3-dioxoisoindolin-2-yl)-N-methylcyclohexane-1-carboxamide